N-(4-Bromo-5-fluoro-2-methylphenyl)-4-methylpiperazine-1-carboxamide BrC1=CC(=C(C=C1F)NC(=O)N1CCN(CC1)C)C